C1(CC1)CNC=1C=C(C(=O)OC)C=CC1C1CC2(CC(C2)(F)F)CCN1 Methyl 3-[(cyclopropylmethyl)amino]-4-{2,2-difluoro-7-azaspiro[3.5]nonan-6-yl}benzoate